NC1=NC=CC(=C1C#CCC1CCNCC1)OC1=C(C=C(C=C1)NC(=O)C=1C(N(C(N(N1)C)=O)C1=CC=C(C=C1)F)=O)F N-(4-((2-amino-3-(3-(piperidin-4-yl)prop-1-yn-1-yl)pyridin-4-yl)oxy)-3-fluorophenyl)-4-(4-fluorophenyl)-2-methyl-3,5-dioxo-2,3,4,5-tetrahydro-1,2,4-triazine-6-carboxamide